6-benzyl-6-methyl-7,8-dihydroquinoline C(C1=CC=CC=C1)C1(CC=2C=CC=NC2CC1)C